F[Sb-](F)(F)(F)(F)F.C(CCCCCCC)OC1=CC=C(C=C1)[I+]C1=CC=CC=C1 4-Octyloxy-phenyl-phenyliodonium hexafluoroantimonat